FC1=C(C=C(C=C1)F)[C@]1([C@@H](C1)CO)CNC(OC(C)(C)C)=O tert-butyl (((1S,2R)-1-(2,5-difluorophenyl)-2-(hydroxymethyl)cyclopropyl)methyl)carbamate